(1-((3,4-difluorobenzyl)oxy)-2,3-dihydro-1H-inden-5-yl)methanol FC=1C=C(COC2CCC3=CC(=CC=C23)CO)C=CC1F